C(CCC)C=1N(C2=C(C(=NC=3C=CC=CC23)N)N1)CC1=CC=C(C=C1)CNCCC1CCCC1 2-butyl-1-(4-(((2-cyclopentylethyl)amino)methyl)benzyl)-1H-imidazo[4,5-c]quinolin-4-amine